C(C)(C)(C)OC(=O)N1C2CN(CC1CC2)C2=NC(=NC1=C(C(=C(C=C21)Cl)Br)F)F 3-(7-bromo-6-chloro-2,8-difluoroquinazolin-4-yl)-3,8-diazabicyclo[3.2.1]octane-8-carboxylic acid tert-butyl ester